tert-butyl 6-(5-(methoxycarbonyl)-1-methyl-1H-pyrazol-4-yl)nicotinate COC(=O)C1=C(C=NN1C)C1=NC=C(C(=O)OC(C)(C)C)C=C1